FC=1C=CC(=NC1)NC(CN1C=2N(C(C3=C1C(N(C3)C(C)C)=O)=O)N=C(C2)C(=O)NC=2N=NC=CC2)=O 4-{2-[(5-fluoropyridin-2-yl)amino]-2-oxoethyl}-5,8-dioxo-6-(propan-2-yl)-N-(pyridazin-3-yl)-5,6,7,8-tetrahydro-4H-pyrazolo[1,5-a]pyrrolo[3,4-d]pyrimidine-2-carboxamide